1-Bromo-9-phenyl-9H-carbazole BrC1=CC=CC=2C3=CC=CC=C3N(C12)C1=CC=CC=C1